5-(3-((4-(4-((5-chloro-4-((2-(isopropylsulfonyl)phenyl)amino)pyrimidin-2-yl)amino)-3-methoxyphenyl)piperidin-1-yl)methyl)azetidin-1-yl)-2-(2,6-dioxopiperidin-3-yl)isoindoline-1,3-dione ClC=1C(=NC(=NC1)NC1=C(C=C(C=C1)C1CCN(CC1)CC1CN(C1)C=1C=C2C(N(C(C2=CC1)=O)C1C(NC(CC1)=O)=O)=O)OC)NC1=C(C=CC=C1)S(=O)(=O)C(C)C